benzyl 6-(5-ethoxy-5-oxopent-1-enyl)-3,4-dihydro-1H-isoquinoline-2-carboxylate C(C)OC(CCC=CC=1C=C2CCN(CC2=CC1)C(=O)OCC1=CC=CC=C1)=O